C(C)OC(=O)C1=NC(=C(N=C1N1CCC2(CC1)[C@@H](C1=CC=CC=C1C2)N)C)C2=C(C(=NC=C2)N)Cl (S)-3-(1-amino-1,3-dihydrospiro[indene-2,4'-piperidine]-1'-yl)-6-(2-amino-3-chloropyridin-4-yl)-5-methylpyrazine-2-carboxylic acid ethyl ester